N1(CCCCCC1)C1=C(CN2CCCC23CCN(CC3)C(=O)OC(C(F)(F)F)C(F)(F)F)C=CC(=C1)C(F)(F)F 1,1,1,3,3,3-hexafluoropropan-2-yl 1-(2-(azepan-1-yl)-4-(trifluoromethyl) benzyl)-1,8-diazaspiro[4.5]decane-8-carboxylate